C(#N)C1=C(N=C(S1)N(C1=C(N=C2N1C=C(C=C2)C=2C=CC(=NC2)N2CCC(CC2)C(=O)N2CCN(CC2)C(=O)OC(C)(C)C)CC)C)C2=CC=C(C=C2)F tert-butyl 4-(1-(5-(3-((5-cyano-4-(4-fluorophenyl)thiazol-2-yl)(methyl)amino)-2-ethylimidazo[1,2-a]pyridin-6-yl)pyridin-2-yl)piperidine-4-carbonyl)piperazine-1-carboxylate